[Na].C(C)OC(COC1CC(C1)OCC1=CC=CC=C1)OCC (((1s,3s)-3-(2,2-diethoxyethoxy)cyclobutoxy)methyl)benzene sodium